[C@H]12[C@@H](C[C@H](CC1)C2)C=2C=C(N=NC2C)C=2C(NC(NC2)=O)=O 5-(5-((1S,2R,4R)-bicyclo[2.2.1]hept-2-yl)-6-methylpyridazin-3-yl)pyrimidine-2,4(1H,3H)-dione